((1r,3r)-3-(1H-imidazol-1-yl)cyclobutyl)-5-(tert-butoxycarbonyl)-2-oxo-1,2-Dihydropyridine-4-carboxylic acid N1(C=NC=C1)C1CC(C1)N1C(C=C(C(=C1)C(=O)OC(C)(C)C)C(=O)O)=O